(8S,10S)-10-(((2R,4S,5R,6S)-4-amino-5-hydroxy-6-methyltetrahydro-2H-pyran-2-yl)oxy)-6,8,11-trihydroxy-8-(2-hydroxyacetyl)-1-methoxy-7,8,9,10-tetrahydronaphthacene-5,12-dione N[C@H]1C[C@@H](O[C@H]([C@@H]1O)C)O[C@H]1C[C@@](CC=2C(=C3C(C=4C=CC=C(C4C(C3=C(C12)O)=O)OC)=O)O)(C(CO)=O)O